CC1=C(C(=CC=C1)C)C1=CC(=CC=C1)[C@H](CC(=O)O)NC(C(CC(C)C)N1C(C=C(C(=C1)CCN1CC(C1)F)C)=O)=O (3S)-3-(2',6'-dimethylbiphenyl-3-yl)-3-(2-(5-(2-(3-fluoroazetidin-1-yl)ethyl)-4-methyl-2-oxopyridin-1(2H)-yl)-4-methylpentanamido)propanoic acid